1-(4-bromo-1H-indazol-1-yl)-2,4,6-trimethylpyridine BrC1=C2C=NN(C2=CC=C1)N1C(C=C(C=C1C)C)C